pyrrolo[2,3-d]isothiazole S1NC=C2C1=CC=N2